C(C)(C)(C)OC(=O)NCCC=1C=C(C=CC1)CC(=O)OC methyl 2-(3-(2-((tert-butoxycarbonyl)amino)ethyl)phenyl)acetate